FC=1C=C(OCCCCCCC2=CC3=C(N=C(O3)NC[C@@H]3CN(CC3)C(=O)OC(C)(C)C)C=C2)C=C(C1)F tert-Butyl (R)-3-(((6-(6-(3,5-difluorophenoxy)hexyl)benzo[d]oxazol-2-yl)amino)methyl)pyrrolidine-1-carboxylate